(2S,3R)-2-(9H-fluoren-9-ylmethoxycarbonyl-amino)-3-[(2-methylpropan-2-yl)oxy]butanoic acid C1=CC=CC=2C3=CC=CC=C3C(C12)COC(=O)N[C@H](C(=O)O)[C@@H](C)OC(C)(C)C